(1R,3R)-3-((R)-3-(1-(1-((R)-1-(2,4-dichlorophenyl) ethyl)-1H-[1,2,3]triazolo[4,5-c]pyridazin-6-yl) azetidin-3-yl)-piperidin-1-yl)-1-methylcyclobutane-1-carboxylate ClC1=C(C=CC(=C1)Cl)[C@@H](C)N1N=NC=2N=NC(=CC21)N2CC(C2)[C@@H]2CN(CCC2)C2CC(C2)(C(=O)[O-])C